ClC=1C=C(C=C(C1)C(F)(F)F)C1(CC(=NO1)C1=CC=C(C2=CC=CC=C12)C(=O)NCC(NCC(F)(F)F)=O)C(F)(F)F 4-{5-[3-chloro-5-(trifluoromethyl)phenyl]-5-(trifluoromethyl)-4,5-dihydroisoxazol-3-yl}-N-(2-oxo-2-[(2,2,2-trifluoroethyl)amino]ethyl)naphthalene-1-carboxamide